(S)-5-(3-(5-((3-(tert-butyl)-1-methyl-1H-pyrazol-5-yl)carbamoyl)-2-methylphenyl)pyrrolidin-1-yl)nicotinamide C(C)(C)(C)C1=NN(C(=C1)NC(=O)C=1C=CC(=C(C1)[C@H]1CN(CC1)C=1C=NC=C(C(=O)N)C1)C)C